4-hydroxybenzoic acid, sodium salt [Na+].OC1=CC=C(C(=O)[O-])C=C1